N-((S)-1-((3R,5'S)-5'-cyano-2-oxospiro[indoline-3,3'-pyrrolidin]-1'-yl)-4-methyl-1-oxopentane-2-yl)-4,6,7-trifluoro-N-methyl-1H-indole-2-carboxamide-3,5-d2 C(#N)[C@@H]1C[C@@]2(CN1C([C@H](CC(C)C)N(C(=O)C=1NC3=C(C(=C(C(=C3C1[2H])F)[2H])F)F)C)=O)C(NC1=CC=CC=C12)=O